racemic-N-(8-chloro-5-fluorochroman-4-yl)-3-((1-methyl-4-(5-(pyridin-4-yl)-4H-1,2,4-triazol-3-yl)piperidin-4-yl)amino)benzamide ClC=1C=CC(=C2[C@@H](CCOC12)NC(C1=CC(=CC=C1)NC1(CCN(CC1)C)C1=NN=C(N1)C1=CC=NC=C1)=O)F |r|